N-phosphoethanolamine P(=O)(O)(O)NCCO